C1(=CC=CC=C1)C1=NC(=NC(=N1)NC1=CC=NC=C1)NC1COCC1 phenyl-N2-(pyridin-4-yl)-N4-(tetrahydrofuran-3-yl)-1,3,5-triazine-2,4-diamine